6-((5,6,7,8-tetrahydro-1,8-naphthyridin-2-yl)methyl)-2,6-diazaspiro[3.4]octane-5-one N1=C(C=CC=2CCCNC12)CN1C(C2(CNC2)CC1)=O